tert-Butyl (2R,4R)-3,3-difluoro-4-{(methanesulfonyl)[(4-methoxyphenyl)methyl]amino}-2-{[(methanesulfonyl)oxy]methyl}pyrrolidine-1-carboxylate FC1([C@H](N(C[C@H]1N(CC1=CC=C(C=C1)OC)S(=O)(=O)C)C(=O)OC(C)(C)C)COS(=O)(=O)C)F